2-Oxo-2-[rac-(2R,5S)-2-(2-ethylindazol-6-yl)-5-methyl-1-piperidyl]acetamide O=C(C(=O)N)N1[C@H](CC[C@@H](C1)C)C=1C=CC2=CN(N=C2C1)CC |r|